(±)-trans-N-[8-chloro-6-(1-tetrahydropyran-2-ylpyrazol-4-yl)-3-isoquinolinyl]-2-cyano-cyclopropanecarboxamide ClC=1C=C(C=C2C=C(N=CC12)NC(=O)[C@H]1[C@@H](C1)C#N)C=1C=NN(C1)[C@@H]1OCCCC1 |&1:24|